FC=1C(=NC=C(C1C)N1CCC(CC1)C1=CC=C(C=C1)B1OC(C(O1)(C)C)(C)C)C1C(NC(CC1)=O)=O 3-(3-Fluoro-4-methyl-5-(4-(4-(4,4,5,5-tetramethyl-1,3,2-dioxaborolan-2-yl)phenyl)piperidin-1-yl)pyridin-2-yl)piperidine-2,6-dione